3-chloro-4-{[1,2,4]triazolo[1,5-a]pyridin-5-yl}benzonitrile ClC=1C=C(C#N)C=CC1C1=CC=CC=2N1N=CN2